ClC1=C(C(=C(C=C1)C1=CN=C2N1C=CN=C2NC2=CC(=C(C(=O)NCCOCCNCCO)C=C2)CC)F)F 4-[[3-(4-chloro-2,3-difluoro-phenyl)imidazo[1,2-a]pyrazin-8-yl]amino]-2-ethyl-N-[2-[2-(2-hydroxyethyl-amino)ethoxy]ethyl]benzamide